C(C)(=O)NC1=C(C(=O)NC2=CC=C(C=C2)Br)C=CC=C1 2-Acetamido-N-(4-bromophenyl)benzamide